ethyl 2-(2-[[7-(5-methyl-1,2,4-oxadiazol-3-yl) isoquinolin-1-yl] amino] ethyl)-1-oxoisoquinoline-7-carboxylate CC1=NC(=NO1)C1=CC=C2C=CN=C(C2=C1)NCCN1C(C2=CC(=CC=C2C=C1)C(=O)OCC)=O